6-(4-amino-2,6-dichloro-phenoxy)-3,4-dihydro-1H-quinolin-2-one NC1=CC(=C(OC=2C=C3CCC(NC3=CC2)=O)C(=C1)Cl)Cl